F[C@@H]1C(NC(C[C@@H]1N1C=CC2=C1N=NC(=C2)C2=CC1=C(N=C(O1)C)C=C2O)(C)C)(C)C 6-(7-((3S,4S)-3-fluoro-2,2,6,6-tetramethylpiperidin-4-yl)-7H-pyrrolo[2,3-c]pyridazin-3-yl)-2-methylbenzo[d]oxazol-5-ol